5,6-dichloro-3-nitropyrazine-2-amine ClC=1N=C(C(=NC1Cl)N)[N+](=O)[O-]